(2'S,4R,4'S)-3-methyl-1-phenyl-1'-toluenesulfonyl-2'-(6-(trifluoromethyl)pyridin-3-yl)-4'-vinyl-1',4'-dihydro-2'H-spiro[pyrazole-4,3'-quinolin]-5(1H)-one CC1=NN(C([C@]12[C@@H](N(C1=CC=CC=C1[C@@H]2C=C)S(=O)(=O)CC2=CC=CC=C2)C=2C=NC(=CC2)C(F)(F)F)=O)C2=CC=CC=C2